NC1=NC=2C=C(C(=CC2C2=C1C=NN2C)C(=O)N(C)[C@H]2C=1C=CC(=NC1CC(C2)(C)C)C(F)(F)F)F 4-amino-N-((5R)-7,7-dimethyl-2-(trifluoromethyl)-5,6,7,8-tetrahydro-5-quinolinyl)-7-fluoro-N,1-dimethyl-1H-pyrazolo[4,3-c]quinoline-8-carboxamide